tert-butyl (4-bromo-2-methoxy-5-methylphenethyl)carbamate BrC1=CC(=C(CCNC(OC(C)(C)C)=O)C=C1C)OC